COS(=O)(=O)C=1SC(=CC1C1=NC(=NC(=C1)C)SC)Br (6-methyl-2-(methylthio)pyrimidin-4-yl)5-bromothiophenesulfonic acid methyl ester